[N+](=O)([O-])C=1C=C(C=CC1)C1(COC1)CC(=O)NN 2-[3-(3-nitrophenyl)oxetan-3-yl]acetohydrazide